NC1=C(C=C(C=C1)N)S(=O)(=O)O 2,5-diaminobenzene-sulfonic acid